C(C)OC(C(C(C(=O)OCC)C1CCCCC1)(C)C1CCCCC1)=O.N[C@H](C)C=1C=C(C=C2C(C=C(OC12)N1CCCCC1)=O)C 8-[(1R)-1-aminoethyl]-6-methyl-2-(1-piperidyl)chromen-4-one diethyl-2,3-dicyclohexyl-2-methylsuccinate